FC=1C=NC2=C(C=CC=C2C1)C 3-fluoro-8-methylquinolin